FC(C(=O)O)(F)F.O=C([C@H](C)NC(=O)[C@@H]1NCC[C@@H](C1)C1=CC=CC=C1)NCC1=CC=C(C=C1)C1=NOC(N1)=S (2R,4S)-N-((S)-1-OXO-1-((4-(5-THIOXO-4,5-DIHYDRO-1,2,4-OXADIAZOL-3-YL)BENZYL)AMINO)PROPAN-2-YL)-4-PHENYLPIPERIDINE-2-CARBOXAMIDE TRIFLUOROACETATE SALT